2-(Methylsulfanyl)-3-(methylsulfonyl)-N-(1-methyl-1H-tetrazol-5-yl)-4-(trifluoromethyl)benzamid CSC1=C(C(=O)NC2=NN=NN2C)C=CC(=C1S(=O)(=O)C)C(F)(F)F